FC(C(=O)O)(F)F.C(#N)[C@H]1N(CC(C1)(F)F)C(CNC(=O)C1=CC=NC2=CC=C(C=C12)C1=CC(=C(C=C1)OC)OCCCN1CCNCC1)=O (S)-N-(2-(2-cyano-4,4-difluoropyrrolidin-1-yl)-2-oxoethyl)-6-(4-methoxy-3-(3-(piperazin-1-yl)propoxy)phenyl)quinoline-4-carboxamide 2,2,2-trifluoroacetate